2-benzyl-5-methyl-2,5-dihydro-4H-pyrazolo[3,4-d]pyrimidin-4-one C(C1=CC=CC=C1)N1N=C2N=CN(C(C2=C1)=O)C